NC(C#CC=1C=C(C=2N(C1)N=CC2C#N)C=2C=CC(=NC2)N2CCC(CC2)(C)NC(=O)C2=NC=CC=C2CCl)(C)C N-(1-(5-(6-(3-amino-3-methylbut-1-yn-1-yl)-3-cyanopyrazolo[1,5-a]pyridin-4-yl)pyridin-2-yl)-4-methylpiperidin-4-yl)-3-chloromethyl-pyridineamide